1,1,3-tris(2,5-dimethyl-4-hydroxyphenyl)butane tert-Butyl-((2,5-dimethylpiperidin-3-yl)methyl)(methylsulfonyl)carbamate C(C)(C)(C)CS(=O)(=O)N(C(O)=O)CC1C(NCC(C1)C)C.CC1=C(C=C(C(=C1)O)C)C(CC(C)C1=C(C=C(C(=C1)C)O)C)C1=C(C=C(C(=C1)C)O)C